[Re](=O)(=O)(=O)=O rhenium tetraoxide